ClC=1C=CC(=C(C1)C1=NNC=C1C=1C=C2C=C(C=NC2=CC1)N1CCC(CC1)N1CCN(CC1)C)F 6-[3-(5-chloro-2-fluoro-phenyl)-1H-pyrazol-4-yl]-3-[4-(4-methylpiperazin-1-yl)-1-piperidyl]quinoline